(2S)-2-[[(1R)-2-hydroxy-1-phenyl-ethyl]amino]-2-(1-methylcyclopropyl)acetic acid hydrochloride Cl.OC[C@@H](C1=CC=CC=C1)N[C@H](C(=O)O)C1(CC1)C